C(C)(C)(C)OC(=O)N[C@H](C(=O)O)C(C)(C)OC (S)-2-((tert-butoxycarbonyl)amino)-3-methoxy-3-methylbutanoic acid